CCC/C=C\C=C/C=C/C(=O)O (2E,4Z,7Z)-decatrienoic acid